para-butylphenol disulfide C(CCC)C12C(C3C(C=C1)(O)S3)S2